7-(5-Chloro-2-fluorophenyl)-5-(trifluoromethyl)-2,3-dihydro-1H-pyrido[3,4-b][1,4]oxazine ClC=1C=CC(=C(C1)C1=CC2=C(OCCN2)C(=N1)C(F)(F)F)F